FC(CN1N=C(C(=C1)C1=NC=NC2=CC(=C(C=C12)[C@H](C)O)O[C@@H]1COCC1)C1=CC=CC=C1)F (S)-1-(4-(1-(2,2-difluoroethyl)-3-phenyl-1H-pyrazol-4-yl)-7-(((S)-tetrahydrofuran-3-yl)oxy)quinazolin-6-yl)ethan-1-ol